NC=1C=C(C=C(C1)C(F)(F)F)[C@@H](C)NC1=NC(=NC2=CC(=C(C=C12)NC)C(=O)N1CCN(CC1)C)C (R)-(4-((1-(3-amino-5-(trifluoromethyl)phenyl)ethyl)amino)-2-methyl-6-(methylamino)quinazolin-7-yl)(4-methylpiperazin-1-yl)methanone